(S)-3-cyclopropyl-N-(3-fluorophenyl)-5-(piperidin-3-ylmethoxy)pyrazolo[1,5-c]pyrimidin-7-amine C1(CC1)C=1C=NN2C(=NC(=CC21)OC[C@@H]2CNCCC2)NC2=CC(=CC=C2)F